FC(CCCN1C(N(C(C12CCNCC2)=O)C=2C=NC(=CC2)C(F)(F)F)=O)(F)F 1-(4,4,4-trifluorobutyl)-3-(6-(trifluoromethyl)pyridin-3-yl)-1,3,8-triazaspiro[4.5]decane-2,4-dione